3-(8-amino-2-(2-fluoro-6-formylbenzyl)-5-(4-methyl-oxazol-5-yl)-[1,2,4]triazolo[1,5-a]pyrazin-6-yl)benzonitrile NC=1C=2N(C(=C(N1)C=1C=C(C#N)C=CC1)C1=C(N=CO1)C)N=C(N2)CC2=C(C=CC=C2C=O)F